CN(C1=CC=C(C=N1)C1=C(N=C(C=2N1N=CC2)N2CCC1(CC2)[C@@H](C=2C(=NC=CC2)C1)N)C)C (5S)-1'-[7-[6-(dimethylamino)-3-pyridyl]-6-methyl-pyrazolo[1,5-a]pyrazin-4-yl]spiro[5,7-dihydrocyclopenta[b]pyridine-6,4'-piperidine]-5-amine